C(CCCCCCCCCCCCC)NCCN(CCCCCCCCCCCCCC)CCCCCCCCCCCCCC N1,N2,N2-tris(tetradecyl)ethane-1,2-diamine